N-Butyl-8-(4-methoxyphenyl)-1,6-naphthyridine-2-carboxamide C(CCC)NC(=O)C1=NC2=C(C=NC=C2C=C1)C1=CC=C(C=C1)OC